N[C@@H](C(C)C)C(=O)NCC(=O)O VALYLGLYCINE